COC1=C2C(C=C(OC2=C(C=C1)C=1C=CC(=C2C(C=C(OC12)CCC(=O)OC)=O)OC)CCC(=O)OC)=O Dimethyl 3,3'-(5,5'-Dimethoxy-4,4'-dioxo-4H,4'H-[8,8'-bichromene]-2,2'-diyl)dipropanoate